4-({3-[6-(methylcarbamoyl)pyridin-3-yl]phenyl}acetyl)piperazine-1-carboxylic acid tert-butyl ester C(C)(C)(C)OC(=O)N1CCN(CC1)C(CC1=CC(=CC=C1)C=1C=NC(=CC1)C(NC)=O)=O